3-mercapto-2-methyl-1,2-propylene glycol SCC(CO)(C)O